2-(2-(4-Fluorophenyl)propyl)-3-methylpyridine FC1=CC=C(C=C1)C(CC1=NC=CC=C1C)C